tert-Butyl 4-[2-methoxy-4-(2-methoxyethoxy)phenyl]piperazine-1-carboxylate COC1=C(C=CC(=C1)OCCOC)N1CCN(CC1)C(=O)OC(C)(C)C